(±)-tert-Butyl (1S,2S,4R)-2-(Trifluoromethyl)-7-azabicyclo[2.2.1]heptane-7-carboxylate FC([C@@H]1[C@@H]2CC[C@H](C1)N2C(=O)OC(C)(C)C)(F)F |r|